COC(C(=COC)C1=C(C=CC=C1)OC1=NC=NC(=C1)Cl)=O 2-{2-[6-chloropyrimidin-4-yloxy]phenyl}-3-methoxyacrylic acid methyl ester